(2R,5S)-tert-butyl 4-(2-(1-cyclopropylpiperidin-4-ylamino)-6-chloro-8-fluoro-7-(5-methyl-1H-indazol-4-yl)quinazolin-4-yl)-2,5-dimethylpiperazine-1-carboxylate C1(CC1)N1CCC(CC1)NC1=NC2=C(C(=C(C=C2C(=N1)N1C[C@H](N(C[C@@H]1C)C(=O)OC(C)(C)C)C)Cl)C1=C2C=NNC2=CC=C1C)F